CC1(CC1)C(=O)NCC=1NC2=CC(=CC=C2C1)CC(C)C1=NOC(=C1)C 1-methyl-N-((6-(2-(5-methylisoxazol-3-yl)propyl)-1H-indol-2-yl)methyl)cyclopropanecarboxamide